CN(C(=O)C1=CC=C2CC3(CCNCC3)C(C2=C1)=O)C 6-(dimethylcarbamoyl)-1-oxo-1,3-dihydrospiro[indene-2,4'-piperidine]